(Z)-2-((Z)-2-(butylcyclohexyldodecylsulfonyloxyimino)thiophen-3(2H)-ylidene)-2-o-tolylacetonitrile C(CCC)C(CCCCCCCCCCCS(=O)(=O)O\N=C\1/SC=C/C1=C(/C#N)\C1=C(C=CC=C1)C)C1CCCCC1